NC(C(=O)N)(CCF)CO 2-amino-4-fluoro-2-(hydroxymethyl)butanamide